O(O)CC Hydroperoxyethane